2-(piperazin-1-yl)pyrimidine hydrochloride Cl.N1(CCNCC1)C1=NC=CC=N1